europium chloride [Cl-].[Eu+3].[Cl-].[Cl-]